4-(difluoro-methoxy)-2-((4-fluoro-2-methylphenyl)amino)-benzonitrile FC(OC1=CC(=C(C#N)C=C1)NC1=C(C=C(C=C1)F)C)F